FC=1C=C(C=C(C1)OC)C1CCC2(CN(C2)C(=O)C2CC(C2)(C)O)CC1 (7-(3-Fluoro-5-methoxyphenyl)-2-azaspiro[3.5]nonan-2-yl)((1s,3s)-3-hydroxy-3-methylcyclobutyl)methanon